FC(C1=NN=C(O1)C1=CC(=C(CN(C(=S)N2CC3(C2)CN(C3)C3COC3)C3=CC(=C(C=C3)F)F)C=C1)F)F N-(4-(5-(difluoromethyl)-1,3,4-oxadiazol-2-yl)-2-fluorobenzyl)-N-(3,4-difluorophenyl)-6-(oxetan-3-yl)-2,6-diazaspiro[3.3]heptane-2-thioamide